FC1=CC(=CC2=CN(N=C12)C)C=1C=CC(=C(C1)O)C1=CN=C(N=N1)N1CC(NCC1)C 5-(7-fluoro-2-methyl-2H-indazol-5-yl)-2-[3-(3-methylpiperazin-1-yl)-1,2,4-triazin-6-yl]phenol